O=S1(N(CC(N1)=O)C=1C(=C(C=CC1O)C=1C=NN(C1)CC1=CC=C(C#N)C=C1)F)=O 4-((4-(3-(1,1-dioxido-4-oxo-1,2,5-thiadiazolidin-2-yl)-2-fluoro-4-hydroxyphenyl)-1H-pyrazol-1-yl)methyl)benzonitrile